4-hydroxy-N,N,2-trimethyl-1-[(4-tolyl)sulfonyl]-1H-benzimidazole-6-carboxamide OC1=CC(=CC=2N(C(=NC21)C)S(=O)(=O)C2=CC=C(C=C2)C)C(=O)N(C)C